FC1=CC=C(CNC(=S)NC(=O)N)C=C1 (4-fluorobenzyl)-thioimidodicarbonic diamide